2'-chloro-6-fluoro-5-(2-methoxyethoxy)-5'-(2-(((1r,4r)-4-(morpholine-4-carbonyl)cyclohexyl)amino)-1-phenylethyl)-[1,1'-biphenyl]-2-carboxamide trifluoroacetate FC(C(=O)O)(F)F.ClC1=C(C=C(C=C1)C(CNC1CCC(CC1)C(=O)N1CCOCC1)C1=CC=CC=C1)C=1C(=CC=C(C1F)OCCOC)C(=O)N